C1(=CC=CC=C1)C1=NC(=NC(=N1)C1=CC(=CC=C1)C=1C=CC=C2C=CC=NC12)C=1C=C(C=CC1)B(O)O (3-(4-phenyl-6-(3-(quinolin-8-yl)phenyl)-1,3,5-triazin-2-yl)phenyl)boronic acid